CC1=NC(=CC=C1S(=O)(=O)N1[C@H]2CC(C[C@@H]1CC2)N2CC1(COC1)C2)C(F)(F)F 6-((1R,5S)-8-((2-methyl-6-(trifluoromethyl)pyridin-3-yl)sulfonyl)-8-azabicyclo[3.2.1]oct-3-yl)-2-oxa-6-azaspiro[3.3]heptane